(2S)-2-amino-3,3-dicyclopropyl-N-[1-[(1S)-1-(2-methoxy-3-pyridyl)ethyl]pyrazol-4-yl]propanamide N[C@H](C(=O)NC=1C=NN(C1)[C@@H](C)C=1C(=NC=CC1)OC)C(C1CC1)C1CC1